2-(4-cyanophenyl)-3-(piperazin-1-ylmethyl)imidazo[1,2-a]pyridine dihydrochloride Cl.Cl.C(#N)C1=CC=C(C=C1)C=1N=C2N(C=CC=C2)C1CN1CCNCC1